(3S)-3-amino-2-hydroxy-4-((S)-2-oxopyrrolidin-3-yl)butanamide hydrogen chloride salt Cl.N[C@H](C(C(=O)N)O)C[C@H]1C(NCC1)=O